(t-butoxy)dimethoxysilicon C(C)(C)(C)O[Si](OC)OC